tert-butyl (E)-2-(1-cyclopropyl-2-ethoxy-2-oxoethylidene)hydrazine-1-carboxylate C1(CC1)/C(/C(=O)OCC)=N\NC(=O)OC(C)(C)C